(E)-N-(4-((3-chloro-2-fluorophenyl)amino)-5-(3-hydroxypropoxy)quinazolin-6-yl)-4-(Dimethylamino)but-2-enamide ClC=1C(=C(C=CC1)NC1=NC=NC2=CC=C(C(=C12)OCCCO)NC(\C=C\CN(C)C)=O)F